[Br-].NC(CC=1NC=CN1)N diaminoethylimidazole bromide